CC1=CC=CC=C1[N+](=O)[O-] Nitrotoluol